CC=1C=C(C=CC1C)C1=CC=C(C(=N1)OC)C=1N[C@@]2(CN1)CS(C=C2)(=O)=O (S)-2-(6-(3,4-dimethylphenyl)-2-methoxypyridin-3-yl)-7-thia-1,3-diazaspiro[4.4]nona-2,8-diene 7,7-dioxide